ClC=1C=C(C=CC1F)[C@]1(CC[C@H]2N(CCN(C2)C(=O)C2=C(C(=CC=C2)N2C[C@H](CC2)O)Cl)C1)O [(7S,9aR)-7-(3-chloro-4-fluorophenyl)-7-hydroxy-3,4,6,8,9,9a-hexahydro-1H-pyrido[1,2-a]pyrazin-2-yl]-[2-chloro-3-[(3S)-3-hydroxypyrrolidin-1-yl]phenyl]methanone